Cl.OC(CNCC(C)O)C di-(2-hydroxypropyl)amine hydrochloride